C1(=CC=CC=C1)N1OC2=C(N1)C=C(C=C2)C 2-phenyl-5-methylbenzoXazazole